FC(C(=O)O)(F)F.FC(C(=O)O)(F)F.FC(C(=O)O)(F)F.C(C(C)C)N1CCC(CC1)N1CCC(CC1)C=1C=C(C2=C(NC(=N2)C2=C3C=CC=NC3=CC=C2)C1)C 5-(6-(1'-isobutyl-[1,4'-bipiperidin]-4-yl)-4-methyl-1H-benzo[d]imidazol-2-yl)quinoline tris(2,2,2-trifluoroacetate)